NC1CCC2CN(CC21)C(=O)C2=CC=C(C=C2)C2C(C2)C2=C(C(N(C=C2)C)=O)C (2-(4-(4-Aminooctahydrocyclopenta[c]pyrrole-2-carbonyl)phenyl)cyclopropyl)-1,3-dimethylpyridin-2(1H)-one